tert-butyl (1R,5S,6r)-6-((5-bromothiazolo[5,4-b]pyridin-2-yl)carbamoyl)-3-azabicyclo[3.1.0]hexane-3-carboxylate BrC1=CC=C2C(=N1)SC(=N2)NC(=O)C2[C@H]1CN(C[C@@H]21)C(=O)OC(C)(C)C